6-chloro-8-methyl-3-thiomorpholinosulfonyl-quinolin-4-ol ClC=1C=C2C(=C(C=NC2=C(C1)C)S(=O)(=O)N1CCSCC1)O